BrC=1C=C2C(N(C(=NC2=CC1)C(CCC)N1CCN(CCC1)C)CC(=O)O)=O 2-(6-bromo-2-(1-(4-methyl-1,4-diazepan-1-yl)butyl)-4-oxoquinazolin-3(4H)-yl)acetic acid